(3RS)-3-{6-[(3S)-3-[2-(6-{1-[6-(2-hydroxyphenyl)pyridazin-4-yl]-4-phenylpiperidine-4-carbonyl}-2,6-diazaspiro[3.3]heptan-2-yl)ethyl]pyrrolidin-1-yl]pyridin-3-yl}piperidine-2,6-dione OC1=C(C=CC=C1)C1=CC(=CN=N1)N1CCC(CC1)(C(=O)N1CC2(CN(C2)CC[C@@H]2CN(CC2)C2=CC=C(C=N2)[C@@H]2C(NC(CC2)=O)=O)C1)C1=CC=CC=C1 |&1:40|